5,7-dimethoxy-2-(4-(4-methylpiperazin-1-yl)phenyl)quinazolin-4(3H)-one COC1=C2C(NC(=NC2=CC(=C1)OC)C1=CC=C(C=C1)N1CCN(CC1)C)=O